C1(CCCC1)[Si](OC)(OC)C(C(C)C)(C)C Cyclopentyl-1,1,2-trimethylpropyldimethoxysilane